C(C)N1C(N(C(C12CCN(CC2)CC2CCOCC2)=O)C2=CC(=CC=C2)C(F)(F)F)=O Ethyl-8-((tetrahydro-2H-pyran-4-yl)methyl)-3-(3-(trifluoromethyl)phenyl)-1,3,8-triazaspiro[4.5]decane-2,4-dione